C1(=CC=CC2=CC=CC=C12)NC(=O)C1=C(C(=O)O)C=CC=C1 N-(1-naphthyl)-o-carbamoylbenzoic acid